C(C)C=1C=C(C=C)C=C(C1)CC 3,5-diethyl-styrene